CC1=C(C[C@H](N)C(=O)O)C=CC(=C1)O o-Methyl-Tyrosine